C(C)(=O)N(C1=C(C=C(C=C1)C1=CC=C(C=N1)NC(CC=1C(=NC=CC1)Cl)=O)Cl)CC1CC1 N-[6-[4-[acetyl(cyclopropylmethyl)amino]-3-chloro-phenyl]-3-pyridyl]-2-(2-chloro-3-pyridyl)acetamide